2-((4-(1-(3-chloro-4-(2-chloroethoxy)-5-cyano-phenyl)-1-methyl-ethyl)phenoxy)methyl)thiazole-4-carboxylic acid ethyl ester C(C)OC(=O)C=1N=C(SC1)COC1=CC=C(C=C1)C(C)(C)C1=CC(=C(C(=C1)C#N)OCCCl)Cl